Tert-butyl (1R,3s,5S)-3-(6-bromo-7-chloro-2H-indazol-2-yl)-8-azabicyclo[3.2.1]octane-8-carboxylate BrC=1C=CC2=CN(N=C2C1Cl)C1C[C@H]2CC[C@@H](C1)N2C(=O)OC(C)(C)C